(3-hydroxy-1H-pyrazolyl)-4-methyl-2,3-dihydro-1H-benzazepine-3-Carboxylic acid butyl ester C(CCC)OC(=O)C1CN(C2=C(C=C1C)C=CC=C2)N2N=C(C=C2)O